BrC=1C=2N(C(=NC1)Cl)C=C(N2)C#N 8-bromo-5-chloro-imidazo[1,2-c]pyrimidine-2-carbonitrile